ClC1=C(COC2=NC=3CCC=CC3C=C2)C(=CC=C1)Cl 2-((2,6-dichlorobenzyl)oxy)-7,8-dihydroquinoline